(2R,3R,4S,5S)-4-(1-methyl-4-(trifluoromethyl)-1H-imidazol-2-yl)cubane-1-carboxylic acid methyl ester COC(=O)C12C3C4C5(C3C1C5C24)C=2N(C=C(N2)C(F)(F)F)C